C[Si](CCOCN1C(=NC2=C1CNC2)N2N=CC1=CC=CC=C21)(C)C 1-(((2-(trimethylsilyl)ethoxy)methyl)-1,4,5,6-tetrahydropyrrolo[3,4-d]imidazol-2-yl)-1H-Indazole